CC(=O)N1CCCC1 (pyrrolidin-1-yl) Methyl ketone